2-(4-bromophenyl)trifluoropropane BrC1=CC=C(C=C1)C(C(F)(F)F)C